CC1=C(C(=CC=C1)C)C1=CC=C(C=C1)[C@H](CC(=O)OCC)NC(=O)NC=1C(N(C(=CC1O)C)C)=O Ethyl (S)-3-(2',6'-Dimethylbiphenyl-4-yl)-3-(3-(4-hydroxy-1,6-dimethyl-2-oxo-1,2-dihydropyridin-3-yl)ureido)propanoat